OCCNC=1N=C(C2=C(N1)CN(C2)C#N)C2=CC(=CC=C2)N2C(CCC2)=O ((2-hydroxyethyl)amino)-4-(3-(2-oxopyrrolidin-1-yl)phenyl)-5,7-dihydro-6H-pyrrolo[3,4-d]pyrimidine-6-carbonitrile